[Cl-].S1C2=C(C=C1)C(=CC=C2)N2CC[N+](CC2)(CCCCOC2=CC=C1C=CC(NC1=C2)=O)COC(=O)OCC 4-(benzo[b]thiophen-4-yl)-1-((ethoxycarbonyloxy)methyl)-1-(4-(2-oxo-1,2-dihydroquinolin-7-yloxy)butyl)piperazin-1-ium chloride